COC(=O)C1=NC(=NC(=C1OC)N)C1=C(C=C(C=C1)C=O)F 6-amino-2-(2-fluoro-4-formylphenyl)-5-methoxypyrimidine-4-carboxylic acid methyl ester